2'-oxo-1',2'-dihydro-[2,4'-bipyridine]-6-carboxamide O=C1NC=CC(=C1)C1=NC(=CC=C1)C(=O)N